NC=1C(=C(C(=C(C(=O)NC2(CC2)C(F)F)C1)C)F)F 5-amino-N-(1-(difluoromethyl)cyclopropyl)-3,4-difluoro-2-methylbenzamide